CC(C(=O)N)(C)NC(=O)C1=C(SC2=C1C=C(C=C2)OCC=2C(=NC=CC2)C(F)(F)F)C 2-methyl-2-[(2-methyl-5-{[2-(trifluoromethyl)pyridin-3-yl]methoxy}-1-benzothiophen-3-yl)formamido]propanamide